N1-(3-(Cyclohexylmethoxy)phenyl)-N1-methylethane-1,2-diamine C1(CCCCC1)COC=1C=C(C=CC1)N(CCN)C